CC(C)(CCC(C)(O)C)O 2,5-Dimethyl-2,5-hexandiol